bis-(2-hydroxy-3,5-dichlorophenyl)sulfide OC1=C(C=C(C=C1Cl)Cl)SC1=C(C(=CC(=C1)Cl)Cl)O